methyl-4-[[3-(2,4-dimethylphenyl)sulfonyl-5-oxo-4H-triazolo[1,5-a]quinazolin-8-yl]oxy]butanoate COC(CCCOC1=CC=C2C(NC=3N(C2=C1)N=NC3S(=O)(=O)C3=C(C=C(C=C3)C)C)=O)=O